2,2-dimethoxy-1,3-bis[di(2-methoxyphenyl)phosphino]propane COC(CP(C1=C(C=CC=C1)OC)C1=C(C=CC=C1)OC)(CP(C1=C(C=CC=C1)OC)C1=C(C=CC=C1)OC)OC